(1s,5r)-N-[6-(2,5-difluorophenyl)pyridazin-3-yl]-3-(3,3-dimethylbutyl)-3-azabicyclo[3.1.0]hexane-6-amine FC1=C(C=C(C=C1)F)C1=CC=C(N=N1)NC1[C@H]2CN(C[C@@H]12)CCC(C)(C)C